FC(C1=NC=C(C=N1)[C@@H](C)N)(F)F (R)-1-(2-(trifluoromethyl)pyrimidin-5-yl)ethane-1-amine